N-(2-(7H-dibenzo[c,g]carbazol-7-yl)-4-methoxy-3,5-dimethylphenyl)-4-methylbenzenesulfonamide C1=CC=CC=2C=CC=3N(C=4C=CC5=C(C4C3C21)C=CC=C5)C5=C(C=C(C(=C5C)OC)C)NS(=O)(=O)C5=CC=C(C=C5)C